cyclopropyl-(3-methyl-4-(((6-(piperidin-4-yl)pyridin-2-yl)oxy)methyl)phenyl)methanone C1(CC1)C(=O)C1=CC(=C(C=C1)COC1=NC(=CC=C1)C1CCNCC1)C